FC=1C(=CC2=C(C(N3[C@@H](CO2)C[C@@H](C3)OC3=CC2=C(OCC(N2)=O)C=C3)=O)C1OC(C)C)C (2S,11aR)-7-fluoro-6-isopropoxy-8-methyl-2-((3-oxo-3,4-dihydro-2H-benzo[b][1,4]oxazine-6-yl)oxy)-2,3,11,11a-tetrahydro-1H,5H-benzo[f]pyrrolo[2,1-c][1,4]oxazepin-5-one